CNS(=O)(=O)C1=CC=C(S1)C(=O)NCC1=CC=C(C=C1)C1(CC1)C(F)(F)F 5-(N-methylsulfamoyl)-N-(4-(1-(trifluoromethyl)cyclopropyl)benzyl)thiophene-2-carboxamide